3-cyano-6,7-dihydro-4H-pyrazolo[4,3-c]pyridine-5-carboxylic acid tert-butyl ester C(C)(C)(C)OC(=O)N1CC2=C(CC1)NN=C2C#N